OCCS(=O)(=O)C=1C=C(C(=O)O)C=C(C1)C 3-((2-hydroxyethyl)sulfonyl)-5-methylbenzoic acid